N-[(2R)-1,4-dioxan-2-ylmethyl]-8-methyl-2-[phenyl(2H2)methyl]-4,5-dihydro-2H-furo[2,3-g]indazole-7-carboxamide O1[C@@H](COCC1)CNC(=O)C1=C(C2=C(CCC3=CN(N=C23)C([2H])([2H])C2=CC=CC=C2)O1)C